COC1=C(C=C(C=C1)OC)NCC(CC=1NC(NC1)=S)O 4-[3-(2,5-Dimethoxyphenylamino)-2-hydroxypropyl]-1,3-dihydroimidazole-2-thione